6-(4-nitro-1H-imidazol-1-yl)spiro[3.3]heptan-2-ol [N+](=O)([O-])C=1N=CN(C1)C1CC2(CC(C2)O)C1